tert-butyl (S)-((5-bromo-4-fluorobenzo[d]oxazol-2-yl)(4,4-difluorocyclohexyl)methyl)carbamate BrC=1C=CC2=C(N=C(O2)[C@H](C2CCC(CC2)(F)F)NC(OC(C)(C)C)=O)C1F